(S)-3-(1-acryloylpiperidin-3-yl)-7-amino-1-(4-phenoxyphenyl)-1,5-dihydro-4H-pyrazolo[3,4-d]pyridazin-4-one C(C=C)(=O)N1C[C@H](CCC1)C1=NN(C=2C(=NNC(C21)=O)N)C2=CC=C(C=C2)OC2=CC=CC=C2